NC=1C2=C(N=CN1)N(C=C2C2=C1C=CN=CC1=C(C=C2)NC(=O)NC2=NOC(=C2)C2(CC2)C(F)(F)F)C2CC2 1-(5-(4-AMINO-7-CYCLOPROPYL-7H-PYRROLO[2,3-D]PYRIMIDIN-5-YL)ISOQUINOLIN-8-YL)-3-(5-(1-(TRIFLUOROMETHYL)CYCLOPROPYL)ISOXAZOL-3-YL)UREA